NCN1C=C([C@H]2[C@H](O)[C@H](O)[C@@H](CO)O2)C(NC1=O)=O N1-aminomethylpseudouridine